ClC=1C(N(N=CC1C=1C=NN(C1)C1OCCCC1)CC1=NC(=NO1)C[C@H](O)C1=CC=C(C=C1)Cl)=O 4-chloro-2-({3-[(2S)-2-(4-chlorophenyl)-2-hydroxyethyl]-1,2,4-oxadiazol-5-yl}methyl)-5-[1-(tetrahydro-2H-pyran-2-yl)-1H-pyrazol-4-yl]pyridazin-3-one